C(C)N1N=CC=C1C(=O)N[C@H](C=1N=C2N(N=C(C=C2)CC2C(NCC3(CC3)C2)=O)C1)C1CCC(CC1)C 1-ethyl-N-((1S)-((1r,4S)-4-methylcyclohexyl)(6-((6-oxo-5-azaspiro[2.5]octan-7-yl)methyl)imidazo[1,2-b]pyridazin-2-yl)methyl)-1H-pyrazole-5-carboxamide